ClC1=C(OC=2C=C3C4=C(NC3=CC2)C(NCC4(C)C)C(=O)N)C(=CC(=C1)N1N=C(C(NC1=O)=O)C#N)Cl 6-(2,6-Dichloro-4-(6-cyano-3,5-dioxo-4,5-dihydro-1,2,4-triazin-2(3H)-yl)phenoxy)-4,4-dimethyl-2,3,4,9-tetrahydro-1H-pyrido[3,4-b]indole-1-carboxamide